C(C)(=O)OCC(CC1=C(N(C2=CC=C(C=C12)Br)CC)C=1C(=NC=C(C1)N1C(C(NC(C1([2H])[2H])([2H])[2H])([2H])[2H])([2H])[2H])[C@H](C)OC)(C)C (S)-3-(5-bromo-1-ethyl-2-(2-(1-methoxyethyl)-5-(piperazin-1-yl-2,2,3,3,5,5,6,6-d8)pyridin-3-yl)-1H-indol-3-yl)-2,2-dimethylpropyl acetate